N1(CCCC2=CC=CC=C12)C(C(=O)N[C@H](C(=O)N[C@@H](CC1C(NCC1)=O)C(COC(F)(F)F)=O)CC(C)C)=O (2S)-2-(2-(3,4-dihydroquinolin-1(2H)-yl)-2-oxoacetamido)-4-methyl-N-((2S)-3-oxo-1-(2-oxopyrrolidin-3-yl)-4-(trifluoromethoxy)butan-2-yl)pentanamide